C(C)N(C1=CC=C(C=C1)C(=C1C=CC(C=C1)=[N+](CC)CC)C1=CC2=CC=CC=C2C(=C1)NCC)CC N-(4-{[4-(diethylamino)phenyl][4-(ethylamino)-2-naphthyl]methylene}cyclohexa-2,5-dien-1-ylidene)-N-ethylethanaminium